C(C=C)OC[C@@]12C[C@H](N([C@H]2C1)C(=O)OC(C)(C)C)C(=O)OCC 2-(tert-Butyl) 3-ethyl (1S,3S,5R)-5-((allyloxy)methyl)-2-azabicyclo[3.1.0]hexane-2,3-dicarboxylate